CC(C(=C)C1=CC=CC=C1)C1=CC=C(C=C1)OC 3-methyl-2-phenyl-3-(4-methoxyphenyl)-1-propene